tert-butyl 2-(6,7-difluoro-2-oxo-1,4-dihydroquinazolin-3-yl)acetate FC=1C=C2CN(C(NC2=CC1F)=O)CC(=O)OC(C)(C)C